(R)-N-(pyrrolidin-3-yl)-5-(trifluoromethyl)pyrimidin-2-amine HCl salt Cl.N1C[C@@H](CC1)NC1=NC=C(C=N1)C(F)(F)F